2-[4-(2-isopropyl-4-pyridin-4-yl-2H-pyrazol-3-yl)-phenoxymethyl]-quinoline C(C)(C)N1N=CC(=C1C1=CC=C(OCC2=NC3=CC=CC=C3C=C2)C=C1)C1=CC=NC=C1